5-(5-chloro-2-cyclopropylpyridin-3-yl)-7-methyl-5-azaspiro[2.4]heptan-7-ol ClC=1C=C(C(=NC1)C1CC1)N1CC2(CC2)C(C1)(O)C